(2S,5R)-1-(3'-carbamimidoyl-[1,1'-biphenyl]-4-carbonyl)-5-(2-chlorophenyl)pyrrolidine-2-carboxylic acid C(N)(=N)C=1C=C(C=CC1)C1=CC=C(C=C1)C(=O)N1[C@@H](CC[C@@H]1C1=C(C=CC=C1)Cl)C(=O)O